ClC[C@]1(O[C@@H]2[C@H](O)[C@@H](O)C[C@H](O2)CO)[C@@H](O)[C@H](O)[C@H](O1)CO 4-deoxy-alpha-D-galactopyranosyl 1-chloro-1-deoxy-beta-D-fructo-furanoside